Cl.N[C@@H]1C(N([C@@H]([C@@H](C1)C1=CC=CC=C1)C)CC(F)(F)F)=O (3S,5S,6R)-3-amino-6-methyl-5-phenyl-1-(2,2,2-trifluoroethyl)piperidine-2-one hydrochloride